O[C@@H]1CN(C[C@@H]1O)C1=C(C=C2C(C(=CN(C2=N1)C1=C(C=C(C=C1F)F)F)C(=O)NC(C)(CC)C)=O)F 7-[(3R,4S)-3,4-dihydroxypyrrolidin-1-yl]-6-fluoro-N-(2-methylbut-2-yl)-4-oxo-1-(2,4,6-trifluorophenyl)-1,4-dihydro-1,8-naphthyridine-3-carboxamide